CC1=CC=C(C=C1)S(=O)(=O)O.O[C@@H]1C[C@H](NC1)C(=O)OCC1=CC=CC=C1 (2S,4R)-benzyl 4-hydroxypyrrolidine-2-carboxylate 4-methylbenzenesulfonate